CC1=C(OC(C(=O)OCC)(C)C)C(=CC(=C1)C([2H])([2H])N1N=CN(C1=O)C1=CC=C(C=C1)OC(F)(F)F)C Ethyl 2-(2,6-dimethyl-4-((5-oxo-4-(4-(trifluoromethoxy)phenyl)-4,5-dihydro-1H-1,2,4-triazol-1-yl)meth-yl-d2)phenoxy)-2-methylpropionate